OCC1(CCC1)NC=1C2=C(N=C(N1)C1=CC=C(C=C1)OC(F)(F)F)CC[S@]2=O |r| (R/S)-4-((1-(hydroxymethyl)cyclobutyl)amino)-2-(4-(trifluoromethoxy)phenyl)-6,7-dihydrothieno[3,2-d]pyrimidine 5-oxide